N(=C=O)C1=CC=2C(C3=CC=CC=C3C(C2C=C1)=O)=O 2-isocyanato-9,10-anthracenedione